NC1=C2N=CN(C2=NC=N1)C[C@@H](C)OCP(OCCCC(CCCCCCCCCCCCC#C[Si](C)(C)C)(F)F)(O)=O 4,4-difluoro-18-(trimethylsilyl)octadec-17-yn-1-yl hydrogen ((((R)-1-(6-amino-9H-purin-9-yl)propan-2-yl)oxy)methyl)phosphonate